C[Si](OC)(C)CC(C)(C(N(CC)CC)N(CC)CC)SC(C)(C[Si](C)(C)OC)C(N(CC)CC)N(CC)CC dimethylmethoxysilylmethyl-bis(diethylamino)methylethyl sulfide